6-fluoro-2,3-dihydro-1H-isoindol-1-one FC1=CC=C2CNC(C2=C1)=O